[Bi].[Pb].[Ag] silver lead-bismuth